NC=1N=NC(=CC1N1C[C@@H](N(CC1)C(C)=O)C)C1=C(C=CC=C1)O (S)-1-(4-(3-amino-6-(2-hydroxyphenyl)pyridazin-4-yl)-2-methylpiperazin-1-yl)ethanone